C1(=CC=CC=C1)COC[C@H](C)OC1=C(C(=NC=C1)C(=C)C)[N+](=O)[O-] (S)-4-((1-(phenylmethyloxy)propan-2-yl)oxy)-3-nitro-2-(propan-1-en-2-yl)pyridine